5-(tetrahydropyran-4-ylamino)pyrazine-2-carboxamide O1CCC(CC1)NC=1N=CC(=NC1)C(=O)N